N[C@@H](C)C(=O)OC(CCCCCCCCCCCCC)=O myristoyl alaninate